(S)-N-[(1S)-1-(6-chloropyridin-2-yl)but-3-en-1-yl]-2-methylpropan-2-sulfinamide ClC1=CC=CC(=N1)[C@H](CC=C)N[S@@](=O)C(C)(C)C